C(C)(C)(C)OC(=O)N1CCC2(CCN(CC2)CCOCCOCC(=O)O)CC1 2-(2-(2-(9-(tert-butoxycarbonyl)-3,9-diazaspiro[5.5]undecan-3-yl)ethoxy)ethoxy)acetic acid